NC1=C(C=CC=C1)C(/C=C/C=1C=C(C=CC1)NC(OC(C)(C)C)=O)=O tert-butyl (E)-(3-(3-(2-aminophenyl)-3-oxoprop-1-en-1-yl)phenyl)carbamate